C(CCCCCCCCCCCCCCC)(=O)OCCCOC(CCCCCCCCCCCCCCC)=O trimethylene glycol dipalmitate